O=C1C2CC2CC1 oxobicyclo[3.1.0]Hexane